(6-amino-5-fluoropyridin-2-yl)(3,3-difluoro-4-hydroxy-1-azaspiro[4.4]nonan-1-yl)methanone NC1=C(C=CC(=N1)C(=O)N1CC(C(C12CCCC2)O)(F)F)F